2-(1,3-di-tert-butyl-2-oxoimidazolidin-4-yl)-2-methyl-N-(quinolin-8-yl)propanamide C(C)(C)(C)N1C(N(C(C1)C(C(=O)NC=1C=CC=C2C=CC=NC12)(C)C)C(C)(C)C)=O